(S)-2-amino-5-hydrazineylpentanoic acid N[C@H](C(=O)O)CCCNN